4-methyl-N-(6-methylquinolin-8-yl)benzenesulfonamide (2-(2,6-dioxopiperidin-3-yl)-7-methoxy-3-oxoisoindolin-5-yl)methyl-(3-cyclopropoxyphenyl)carbamate O=C1NC(CCC1N1CC2=C(C=C(C=C2C1=O)CN(C(O)=O)C1=CC(=CC=C1)OC1CC1)OC)=O.CC1=CC=C(C=C1)S(=O)(=O)NC=1C=C(C=C2C=CC=NC12)C